2-butyl-1-(4-((nonylamino)methyl)benzyl)-1H-imidazo[4,5-c]quinolin-4-amine C(CCC)C=1N(C2=C(C(=NC=3C=CC=CC23)N)N1)CC1=CC=C(C=C1)CNCCCCCCCCC